O(C1=CC=CC=C1)C1=CC=C(C(=O)NNC(=O)N2C(CCC2)C(=O)N)C=C1 1-(2-(4-phenoxybenzoyl)hydrazine-1-carbonyl)pyrrolidine-2-carboxamide